2'-fluorouridine-3'-phosphorothioate P(O)(O)(=S)O[C@H]1[C@]([C@@H](O[C@@H]1CO)N1C(=O)NC(=O)C=C1)(O)F